COC1=CC=C(C2=C1NC(=N2)NC(=O)C=2N=NN(C2)CCOC)C2CCOCC2 1-(2-Methoxy-ethyl)-1H-[1,2,3]triazole-4-carboxylic acid [7-methoxy-4-(tetrahydro-pyran-4-yl)-1H-benzoimidazol-2-yl]-amide